ClC1=CC=C(C=C1)N(C(=O)C1=CN=NC(=C1)C1=CC=C(C=C1)Cl)C N,6-bis(4-chlorophenyl)-N-methylpyridazine-4-carboxamide